NC1=C(C=2C(=NC=C(C2)Cl)N1C1=C(C(=CC(=C1C)O)F)C)C(=O)N 2-amino-5-chloro-1-(3-fluoro-5-hydroxy-2,6-dimethylphenyl)-1H-pyrrolo[2,3-b]pyridine-3-carboxamide